ClC1=NC=C(C(=C1)C1=C(C=NC(=C1)C)C(=O)NC=1SC2=C(N1)CN(C2)C(C2=NC=C(C(=C2C)C)C(F)(F)F)=O)OC 2'-Chloro-N-(5-(3,4-dimethyl-5-(trifluoromethyl)picolinoyl)-5,6-dihydro-4H-pyrrolo[3,4-d]thiazol-2-yl)-5'-methoxy-6-methyl-[4,4'-bipyridine]-3-carboxamide